ethyl 5-amino-1-(3-chloro-2-fluorophenyl)-1H-pyrazole-4-carboxylate NC1=C(C=NN1C1=C(C(=CC=C1)Cl)F)C(=O)OCC